6-(4-fluoro-2-methoxy-phenyl)-1-[(5-methylisoxazol-3-yl)methyl]-3H-imidazo[4,5-b]pyridin-2-one FC1=CC(=C(C=C1)C=1C=C2C(=NC1)NC(N2CC2=NOC(=C2)C)=O)OC